N1(CCCC1)CC1=CC=C(C=C1)C(C)=O 1-(4-(pyrrolidin-1-ylmethyl)phenyl)ethan-1-one